COC1=C(C=C(C=N1)NC(=O)C1=CSC=2CN(CCC21)C(=O)C=2C=NN1C2C=NC=C1)C(F)(F)F N-[6-methoxy-5-(trifluoromethyl)-3-pyridyl]-6-(pyrazolo[1,5-a]pyrazine-3-carbonyl)-5,7-dihydro-4H-thieno[2,3-c]pyridine-3-carboxamide